ClC=1C=C(C=CC1)C(CO)NC(=O)C=1N=CN(C1)C1=CC(=NC=C1)NC1=CC=CC=C1 N-(1-(3-chloro-phenyl)-2-hydroxy-ethyl)-1-(2-(phenyl-amino)pyridin-4-yl)-1H-imidazole-4-carboxamide